3-amino-N-[(3R)-7-{3,8-diazabicyclo[3.2.1]octan-3-yl}-8-fluoro-3,4-dihydro-2H-1-benzopyran-3-yl]-6-methylthieno[2,3-b]pyridine-2-carboxamide NC1=C(SC2=NC(=CC=C21)C)C(=O)N[C@H]2COC1=C(C2)C=CC(=C1F)N1CC2CCC(C1)N2